BrC1=C(C=O)C=CC(=C1)N(CC=C)CC=C 2-bromo-4-(diallylamino)benzaldehyde